CSCN1C(=CC=C1)C(=O)O 1-(methylthiomethyl)pyrrole-2-carboxylic acid